tert-butyl 3-(2,3-dichloro-6-fluorophenyl)-3-(1-methyl-3,3-dimethyl-2-oxo-6-indolinylamino)-1-pyrrolidinecarboxylate ClC1=C(C(=CC=C1Cl)F)C1(CN(CC1)C(=O)OC(C)(C)C)NC1=CC=C2C(C(N(C2=C1)C)=O)(C)C